C(C)N1CCN(CC1)C1=C(C=C(C(=C1)OC)NC1=NC=NC(=C1)C=1C=C2C=NN(C2=CC1)C)NC(C=C)=O N-(2-(4-ethylpiperazine-1-yl)-4-methoxy-5-{[6-(1-methyl-1H-indazole-5-yl)pyrimidine-4-yl]amino}phenyl)acrylamide